C(CCCCCCCCCCC)S(=O)(=O)F Dodecane-1-sulfonyl fluoride